tetraethyl (E)-[4-(2-benzylidene-1-methylhydrazinyl)-butanamidomethylene]bisphosphonate C(/C1=CC=CC=C1)=N\N(C)CCCC(=O)NC(P(OCC)(OCC)=O)P(OCC)(OCC)=O